BrC1=CC=C(C=C1)[C@H](CO)CCCO (R)-2-p-bromophenyl-1,5-pentanediol